NC1=CC=C(OC2=CC=C(C=C2)OC2=CC=C(C=C2)N)C=C1 1,4-di(4-aminophenoxy)benzene